5-bromo-3-(tetrahydro-2H-pyran-4-yl)-1H-indole BrC=1C=C2C(=CNC2=CC1)C1CCOCC1